C(C)(C)(C)OC(NC1=C(C=CC=C1)CN=C(C1=CC=CC=C1)C1=CC=CC=C1)=O (2-(((diphenylmethylene)amino)methyl)phenyl)carbamic acid tert-butyl ester